triacontanethiol C(CCCCCCCCCCCCCCCCCCCCCCCCCCCCC)S